tert-butyl 4-(4-((4-(1-(tert-butoxycarbonyl)-1,2,3,6-tetrahydropyridin-4-yl)-5-fluoro-2-methylphenyl)carbamoyl)-2-fluorophenyl)piperazine-1-carboxylate C(C)(C)(C)OC(=O)N1CCC(=CC1)C1=CC(=C(C=C1F)NC(=O)C1=CC(=C(C=C1)N1CCN(CC1)C(=O)OC(C)(C)C)F)C